1-(trifluoromethyl)cyclopropanecarboxamidine FC(C1(CC1)C(=N)N)(F)F